O=C1NC2=C(C=CC=C2C1)C(=O)N oxoindoline-7-carboxamide